C(C)OC(=O)C=1CN(CC1C1=CC=CC=C1)CC1=CC=CC=C1 1-benzyl-4-phenyl-2,5-dihydro-1H-pyrrole-3-carboxylic acid ethyl ester